N-(3-(2-(Cyclopropancarboxamido)pyridin-4-yl)-1H-indol-7-yl)-2-fluoroisonicotinamid C1(CC1)C(=O)NC1=NC=CC(=C1)C1=CNC2=C(C=CC=C12)NC(C1=CC(=NC=C1)F)=O